C(C)SP1(SP(S1)(SCC)=S)=S 2,4-bis(ethylthio)-1,3-dithia-2,4-diphosphetane-2,4-disulfide